COC(=O)C1=C(C=NC=C1)NC[C@H]1CCC2=CC(=CC=C12)N(C)C1=CC=C(C=C1)C1CC1 3-({[(1S)-5-[(4-cyclopropylphenyl)(methyl)amino]-2,3-dihydro-1H-inden-1-yl]methyl}amino)pyridine-4-carboxylic acid methyl ester